1,4-difluoronaphthalene FC1=CC=C(C2=CC=CC=C12)F